1-(tetrahydro-2H-pyran-4-yl)-8-(6-((3S,5R)-3,4,5-trimethylpiperazin-1-yl)pyridin-3-yl)-[1,2,4]triazolo[4,3-a]quinoxaline O1CCC(CC1)C1=NN=C2N1C1=CC(=CC=C1N=C2)C=2C=NC(=CC2)N2C[C@@H](N([C@@H](C2)C)C)C